N1(N=NC=C1)C1=CC=C(CC2=NN(C3=C2N=C(N=C3)C3=C(C=CC=C3)C(C)C)C)C=C1 3-(4-(1H-1,2,3-triazol-1-yl)benzyl)-5-(2-isopropylphenyl)-1-methyl-1H-pyrazolo[4,3-d]pyrimidine